FC1=C(C(=CC=C1)OC)C1=C(C=NC(=C1)C)C(=O)NC1=NN=C(S1)OCC1=CC=C(C=N1)C(=O)OC methyl 6-(((5-(4-(2-fluoro-6-methoxyphenyl)-6-methylpyridine-3-amido)-1,3,4-thiadiazol-2-yl)oxy)methyl)pyridine-3-carboxylate